4-(6,7-dihydro-5H-pyrrolo[3,4-d]pyrimidin-2-yl)-3-(2-methyl-6-morpholin-4-ylpyridin-4-yl)oxybenzonitrile N1=C(N=CC2=C1CNC2)C2=C(C=C(C#N)C=C2)OC2=CC(=NC(=C2)N2CCOCC2)C